ClC=1N=C(NC1[C@H]1[C@H](CN(CC1)S(=O)(=O)CCC(=O)NC1CN(C1)C(=O)OC(C)(C)C)C)C1=NC=C(C=C1)F Tert-butyl 3-[3-[[(3R,4R)-4-[4-chloro-2-(5-fluoro-2-pyridyl)-1H-imidazol-5-yl]-3-methyl-1-piperidyl]sulfonyl]propanoylamino]azetidine-1-carboxylate